5-((tert-Butoxycarbonyl)amino)-2-(4-chloro-3-fluorobenzyl)pentanoic acid C(C)(C)(C)OC(=O)NCCCC(C(=O)O)CC1=CC(=C(C=C1)Cl)F